(S)-3-((6'-chloro-3-(difluoromethoxy)-[2,3'-bipyridin]-4'-yl)amino)butan-1-ol ClC1=CC(=C(C=N1)C1=NC=CC=C1OC(F)F)N[C@H](CCO)C